N-(4-fluorophenyl)acetamide FC1=CC=C(C=C1)NC(C)=O